C(C)OC(C)C1=C(C=NC2=CC=CN=C12)NC1=CC=C(C=C1)[C@@H](C(F)(F)F)N(C(=O)C1CCS(CC1)(=O)=O)C N-((1S)-1-(4-((4-(1-ethoxyethyl)-1,5-naphthyridin-3-yl)amino)phenyl)-2,2,2-trifluoroethyl)-N-methyltetrahydro-2H-thiopyran-4-carboxamide 1,1-dioxide